FC1=C(C=CC=C1)N1CCN(CC1)C=1C2=C(N=CN1)C=CC(=N2)C=2C=NOC2 4-(4-(4-(2-fluorophenyl)piperazin-1-yl)pyrido[3,2-d]pyrimidin-6-yl)isoxazole